1-(4-(hydroxymethyl)-3-nitrobenzyl)-3-(5-iodo-4-oxopentyl)urea OCC1=C(C=C(CNC(=O)NCCCC(CI)=O)C=C1)[N+](=O)[O-]